COC(C1=C(N=C(C=C1)C)C1=C(C(=CC=C1OC)C(F)(F)F)F)=O (2-fluoro-6-methoxy-3-(trifluoromethyl)phenyl)-6-methylnicotinic acid methyl ester